C12=CC=C(N1)C=C1C=CC(=N1)C=C1C=CC(N1)=CC=1C=CC(N1)=C2 23H-porphyrin